2-(5-chloro-2-methyl-6-norbornan-2-yl-3-pyridyl)-4-oxo-1H-1,6-naphthyridine-5-carboxamide ClC=1C=C(C(=NC1C1C2CCC(C1)C2)C)C=2NC=1C=CN=C(C1C(C2)=O)C(=O)N